Cl.NC=1C2=C(N=CN1)N(C=C2)C=2C=CC=1C(NC3(N(C1N2)CCC3)C)=O 2-(4-amino-7H-pyrrolo[2,3-d]pyrimidin-7-yl)-6a-methyl-6a,7,8,9-tetrahydropyrido[3,2-e]pyrrolo[1,2-a]pyrimidin-5(6H)-one hydrochloride